Isoxazoledicarboxylic acid O1N=C(C(=C1)C(=O)O)C(=O)O